3'-(3-bromobenzoyl)-4'-(3,4-dihydroxyphenyl)-1'-methylspiro[indoline-3,2'-pyrrolidin]-2-one BrC=1C=C(C(=O)C2C3(N(CC2C2=CC(=C(C=C2)O)O)C)C(NC2=CC=CC=C23)=O)C=CC1